C(CCC)[N+]1=C(C2=C3C(C(=CC=C13)Cl)=CC=C2)C=CC2=C(C(CCC2)=CC=C2N(C1=CC=C(C=3C1=C2C=CC3)Cl)CCCC)Cl 1-Butyl-2-[2-[3-[(1-butyl-6-chlorobenz[cd]indol-2(1H)-ylidene)ethylidene]-2-chloro-1-cyclohexen-1-yl]ethenyl]-6-chlorobenz[cd]indolium